OC1=C(C(=O)NC=2C=NC3=CC=CC=C3C2)C=C(C(=C1)O)C(C)C 2,4-dihydroxy-5-isopropyl-N-(quinolin-3-yl)benzamide